ClC1=CC=C(C=C1)S(=O)(=O)N1C=C(C=C1)C(C1C(C(OC1)=O)=C)O 4-((1-((4-Chlorophenyl)sulfonyl)-1H-pyrrol-3-yl)(hydroxy)methyl)-3-methylenedihydrofuran-2(3H)-one